C(#N)CC=1C=C(C=CC1)C(C(=O)NN(C(=O)OC(C)(C)C)C)(COCC(CS(=O)(=O)CC(=O)OCC)(C)C)C tert-butyl 2-(2-(3-(cyanomethyl)phenyl)-3-(3-((2-ethoxy-2-oxoethyl)sulfonyl)-2,2-dimethylpropoxy)-2-methylpropanoyl)-1-methylhydrazine-1-carboxylate